IC1=C(C=NN1C)OC 5-iodo-4-methoxy-1-methylpyrazole